C1(CC1)CN1C(=CC=2C1=NC(=CC2)O)C=2N=C1N(C(=CC(=C1)C(=O)N1C[C@@H](CCC1)NC(OC(C)(C)C)=O)OC)C2C tert-butyl N-[(3R)-1-[2-[1-(cyclopropylmethyl)-6-hydroxy-pyrrolo[2,3-b]pyridin-2-yl]-5-methoxy-3-methyl-imidazo[1,2-a]pyridine-7-carbonyl]-3-piperidyl]carbamate